C(C)OC(=O)C1(OC(CC(C1)=O)(C)C)C.FC1=CC=C(C=C1)[C@@H]1N(CCC2=CC=CC=C12)C=O ((S)-1-(4-fluorophenyl)-3,4-dihydroisoquinolin-2(1H)-yl)methanone ethyl-2,6,6-trimethyl-4-oxo-tetrahydropyran-2-carboxylate